biphenyl-4-yl-acetic acid C1(=CC=C(C=C1)CC(=O)O)C1=CC=CC=C1